Cl.FC1=C(C=CC=C1)C=1N(C=C(C1)CNC)S(=O)(=O)C=1C=C(C=CC1)NS(=O)(=O)CCOC N-(3-{[2-(2-fluorophenyl)-4-[(methylamino)methyl]-1H-pyrrol-1-yl]sulfonyl}phenyl)-2-methoxyethane-1-sulfonylamine hydrochloride